CC1(C=2C(=C(C(=C(C2C(C(C1([2H])[2H])([2H])[2H])(C([2H])([2H])[2H])C([2H])([2H])[2H])[2H])C1(C(C=2C3=CC=CC=C3C3=CC=CC=C3C3=CC=CC=C3C2C=C1)N)N)[2H])[2H])C([2H])([2H])[2H] 2-(5-methyl-5,8,8-tris(methyl-d3)-5,6,7,8-tetrahydronaphthalen-2-yl-1,3,4,6,6,7,7-d7)tetraphenylen-1,2-diamine